NC1=NC(=NC=C1)N1CC(CC1)(F)C(C)O (1-(4-aminopyrimidin-2-yl)-3-fluoropyrrolidin-3-yl)ethanol